4-(2-chlorophenyl)-1-(((1R,3R)-3-hydroxycyclobutyl)amino)-6-(trifluoromethyl)-3H-pyrido[1,2-c]pyrimidin-3-one ClC1=C(C=CC=C1)C1=C2N(C(=NC1=O)NC1CC(C1)O)C=CC(=C2)C(F)(F)F